Cl.Cl.CN[C@H](C(=O)OCC1=CC(=NC(=C1)Cl)Cl)CC1=CC=NC=C1 (2,6-Dichloropyridin-4-yl)methyl (S)-2-(methylamino)-3-(pyridin-4-yl)propanoate dihydrochloride